[C@@H]12N(C[C@@H](NC1)C2)C=2C=C1CN(C(C1=CC2)=O)N2C(NC(CC2)=O)=O 1-(5-((1S,4S)-2,5-diazabicyclo[2.2.1]heptane-2-yl)-1-oxoisoindolin-2-yl)dihydropyrimidine-2,4(1H,3H)-dione